3-n-butyl-1-sec-butyl-4-hydroxy-5-methyl-pyrazole C(CCC)C1=NN(C(=C1O)C)C(C)CC